FC1(CC(N(CC1)C(=O)OC(C)(C)C)C1=NC=CC(=C1NC(=O)C=1C=NC(=NC1)C(C)C)C1=C(C=CC=C1)F)F tert-butyl 4,4-difluoro-2-[4-(2-fluorophenyl)-3-[(2-isopropylpyrimidine-5-carbonyl)amino]-2-pyridyl]piperidine-1-carboxylate